IC1=C(C=C(C=C1C)O)C 4-Iodo-3,5-dimethylphenol